C(C=C)(=O)OCCOCCOCC(CCCC)CC Diethylene glycol (2-ethylhexyl) ether acrylate